2-iodo-9-(4-methoxybenzyl)-6-(1H-pyrazolo[4,3-c]pyridin-1-yl)-9H-purine IC1=NC(=C2N=CN(C2=N1)CC1=CC=C(C=C1)OC)N1N=CC=2C=NC=CC21